(2E,4E)-3-methyl-5-((1S,2S)-2-methyl-2-(5,5,8,8-tetramethyl-5,6,7,8-tetrahydronaphthalen-2-yl)cyclopropyl)penta-2,4-dienoic acid ammonium salt [NH4+].C\C(=C/C(=O)[O-])\C=C\[C@H]1[C@](C1)(C1=CC=2C(CCC(C2C=C1)(C)C)(C)C)C